3-cyclopropyl-N,5-dimethyl-1-(3-(1-methyl-1H-pyrazol-4-yl)isoquinolin-8-yl)-5,6-dihydroimidazo[1,5-a]pyrazine-7(8H)-carboxamide C1(CC1)C1=NC(=C2N1C(CN(C2)C(=O)NC)C)C=2C=CC=C1C=C(N=CC21)C=2C=NN(C2)C